NC=1C=C(CNC)C=CC1 3-amino-benzylmethylamine